2-methoxy-5-(4-(3,4,5-trimethoxyphenyl)pyrimidin-5-yl)phenol COC1=C(C=C(C=C1)C=1C(=NC=NC1)C1=CC(=C(C(=C1)OC)OC)OC)O